C(CCCCCCCCCCCCC)N(C(CCCNC(OC(C)(C)C)=O)=O)CCCCCCCCCCCCCC tert-butyl (4-(ditetradecylamino)-4-oxobutyl)carbamate